ClC1=NC(=C(C=C1C#N)F)NC1=CC2=C(N(C(N2C[C@H]2NC(OC2)=O)=O)C)C=C1 2-chloro-5-fluoro-6-[[1-methyl-2-oxo-3-[[(R)-2-oxooxazolidin-4-yl]methyl]benzimidazol-5-yl]amino]pyridine-3-carbonitrile